4-((2-((4-(4-Ethylpiperazin-1-yl)phenyl)amino)pyridin-4-yl)amino)-N-methylbenzamide C(C)N1CCN(CC1)C1=CC=C(C=C1)NC1=NC=CC(=C1)NC1=CC=C(C(=O)NC)C=C1